Cl.C12OCCNC2C1 2-Oxa-5-azabicyclo[4.1.0]heptane hydrochloride